CC(CC)=O alpha-butanal